methyl 2-[3-[5,7-difluoro-2-(4-fluorophenyl)-1H-indol-3-yl]cyclobutyl]acetate FC=1C=C2C(=C(NC2=C(C1)F)C1=CC=C(C=C1)F)C1CC(C1)CC(=O)OC